S-(7-((4-(4-(dimethylcarbamoyl)phenyl)thiazol-2-yl)amino)-7-oxoheptyl) 3-phenylpropanethioate C1(=CC=CC=C1)CCC(SCCCCCCC(=O)NC=1SC=C(N1)C1=CC=C(C=C1)C(N(C)C)=O)=O